ClC=1C=CC(=C(C1)[C@H]1C[C@H](C1)NC(=O)C=1N=NN(C1)[C@H](C)C1=NC=C(C=C1F)N1C([C@@H]2C[C@@H]2C1)=O)C#N |o1:19| N-((cis)-3-(5-chloro-2-cyanophenyl)cyclobutyl)-1-((R or S)-1-(3-fluoro-5-((1R,5S)-2-oxo-3-azabicyclo[3.1.0]hexan-3-yl)pyridin-2-yl)ethyl)-1H-1,2,3-triazole-4-carboxamide